1-[(2R,5R)-5-[(didecylamino)oxymethyl]-4-hydroxyl-3-methoxy-tetrahydrofuran-2-yl]pyrimidine-2,4-dione C(CCCCCCCCC)N(OC[C@@H]1C(C([C@@H](O1)N1C(NC(C=C1)=O)=O)OC)O)CCCCCCCCCC